(3aR,5s,6aS)-2-((2,2,6,6-tetramethyltetrahydro-2H-pyran-4-yl)methyl-d2)-N-(6-(4-(trifluoromethyl)pyridin-3-yl)pyridazin-3-yl)octahydrocyclopenta[c]pyrrol-5-amine CC1(OC(CC(C1)C(N1C[C@@H]2[C@H](C1)CC(C2)NC=2N=NC(=CC2)C=2C=NC=CC2C(F)(F)F)([2H])[2H])(C)C)C